(R)-phenyl (2,3-dihydro-1H-inden-1-yl)carbamate [C@H]1(CCC2=CC=CC=C12)NC(OC1=CC=CC=C1)=O